C(C)N(C1=CC=C2C(=C(C(OC2=C1)OCC)C#N)SCCSCC)CC 7-(diethylamino)-2-ethoxy-4-((2-(ethylsulfanyl)ethyl)thio)-2H-chromene-3-carbonitrile